ClC=1C=C(NC=2C=3N(C=CN2)C(=CN3)C=3C(=NN(C3)CC#N)C(F)(F)F)C=CC1C(=O)N1CCN(CC1)C(=O)[C@H]1CNCC1 2-[4-[8-[3-chloro-4-[4-[(3R)-pyrrolidine-3-carbonyl]piperazine-1-carbonyl]anilino]imidazo[1,2-a]pyrazin-3-yl]-3-(trifluoromethyl)pyrazol-1-yl]acetonitrile